BrC1=CC(=C2C(N(CC2=C1)[C@@H](C)C1CC1)=O)NS(=O)(=O)C=1C(=NN(C1)C)C (S)-N-(6-bromo-2-(1-cyclopropylethyl)-3-oxoisoindol-4-yl)-1,3-dimethyl-1H-pyrazole-4-sulfonamide